OC1=C(C=C(C(=O)OC)C=C1)S(NC1=C(C=CC(=C1)S(=O)(=O)C)N1C(CCCC1)CCCO)(=O)=O methyl 4-hydroxy-3-(N-(2-(2-(3-hydroxypropyl)piperidin-1-yl)-5-(methylsulfonyl)phenyl)sulfamoyl)benzoate